OC1CN(CCC1C1N2C(C3=CC=CC=C13)=CN=C2)S(=O)(=O)N(C)C 3-hydroxy-4-(5H-imidazo[5,1-a]isoindol-5-yl)-N,N-dimethylpiperidine-1-sulfonamide